CC1=C(C(=CC=C1)C)C1=CC(=NC(=N1)NS(=O)(=O)C=1C=NN(C1)C)OC1=CC=C(C=C1)C1C(CN(CC1)C(=O)OC(C)(C)C)(F)F tert-butyl 4-[4-[6-(2,6-dimethylphenyl)-2-[(1-methylpyrazol-4-yl)sulfonylamino]pyrimidin-4-yl]oxyphenyl]-3,3-difluoro-piperidine-1-carboxylate